CS(=O)(=O)[C@@H]1CC23C(C[C@H]4[C@@H]5CC[C@H]([C@@H](CCCC(C)C)C)[C@]5(CC[C@@H]4[C@]2(CC1)C)C)O3 3β-methylsulfonyl-5,6-epoxycholestane